4,5-Epoxy-diethylcyclohexane-1,2-dicarboxylate C(C)OC(=O)C1C(CC2C(C1)O2)C(=O)OCC